Azidonorleucine N[C@@H](CCCCN=[N+]=[N-])C(=O)O